5-Methyl-1-[6-[5-[(1-methyltriazol-4-yl)amino]benzimidazol-1-yl]-3-tetrahydrofuran-2-yl-2-pyridyl]pyrazole-3-carbonitrile CC1=CC(=NN1C1=NC(=CC=C1C1OCCC1)N1C=NC2=C1C=CC(=C2)NC=2N=NN(C2)C)C#N